C[Si](CCOCN1C=NC=C1)(C)C 1-((2-(trimethylsilyl)ethoxy)methyl)-1H-imidazole